(3,3-difluoroazetidin-1-yl)pyrazolo[1,5-a]pyrimidine-3-carboxylic acid FC1(CN(C1)C1=NN2C(N=CC=C2)=C1C(=O)O)F